benzyldimethyl-(2-hydroxyethyl)ammonium chloride [Cl-].C(C1=CC=CC=C1)[N+](CCO)(C)C